C(C)(C)(C)OC(=O)N1CCC12CN(CC2)C=2C1=C(N=CN2)N(C=C1)COCC[Si](C)(C)C 6-(7-((2-(trimethylsilyl)ethoxy)methyl)-7H-pyrrolo[2,3-d]pyrimidin-4-yl)-1,6-diazaspiro[3.4]octane-1-carboxylic acid tert-butyl ester